[N+](=O)([O-])C1=CC=C(OC(=O)N[C@@H](CC2=CC=CC=C2)C(=O)O)C=C1 N-(4-nitrophenoxycarbonyl)-L-phenylalanine